C(C1=CC=CC=C1)OC1=NC(=CC=C1C=1C=NC(=CC1C)N1CCC(CC1)C(=O)OC(C)(C)C)OCC1=CC=CC=C1 tert-butyl 1-[2',6'-bis(benzyloxy)-4-methyl-[3,3'-bipyridin]-6-yl]piperidine-4-carboxylate